3-methyl-1,2,3,4-tetrahydroisoquinolin-8-ol CC1NCC2=C(C=CC=C2C1)O